FC(C=1C=C2C[C@@H](CC2=CC1)NC1=NC=C(C=N1)C1=NN=C(O1)CC(=O)N1CC2=C(CC1)NN=N2)F (R)-2-(5-(2-((5-(difluoromethyl)-2,3-dihydro-1H-inden-2-yl)amino)pyrimidin-5-yl)-1,3,4-oxadiazol-2-yl)-1-(1,4,6,7-tetrahydro-5H-[1,2,3]triazolo[4,5-c]pyridin-5-yl)ethan-1-one